1-(tert-Butyl) 2-methyl (2S,4R)-4-((tert-butyldiphenylsilyl)oxy)pyrrolidine-1,2-dicarboxylate [Si](C1=CC=CC=C1)(C1=CC=CC=C1)(C(C)(C)C)O[C@@H]1C[C@H](N(C1)C(=O)OC(C)(C)C)C(=O)OC